8-bromo-N-(tert-butyl)-4-(5-methylfuran-2-yl)pyrazolo[1,5-a][1,3,5]triazin-2-amine BrC=1C=NN2C1N=C(N=C2C=2OC(=CC2)C)NC(C)(C)C